COC1=C(CNC2=NC=3C=C(C(=CC3C=3N2N=C(N3)[C@@H]3CC[C@@H](N(C3)C(=O)C=3N=C(OC3)C#N)C)F)OC)C=CC(=C1)OC 4-((2S,5R)-5-(5-((2,4-dimethoxybenzyl)amino)-9-fluoro-8-methoxy-[1,2,4]triazolo[1,5-c]quinazolin-2-yl)-2-methylpiperidine-1-carbonyl)oxazole-2-carbonitrile